C(C)(C)N(C(C)C)[SiH](C)C Diisopropylaminodimethylsilane